CC1CCC(CC1)(C1=CC=C(C=C1)OC1=CC=C(N)C=C1)C1=CC=C(C=C1)OC1=CC=C(N)C=C1 4,4'-(((4-Methylcyclohexane-1,1-diyl)bis(4,1-phenylene))bis(oxy))dianiline